C1(CCCCC1)C[C@@H](C(N[C@H](C=O)C[C@H]1C(NCC1)=O)=O)NC(OC(C(C)(C)C1=CC(=CC=C1)Cl)C1=CC=C(C=C1)F)=O 2-(3-chlorophenyl)-1-(4-fluorophenyl)-2-methylpropyl ((S)-3-cyclohexyl-1-oxo-1-(((S)-1-oxo-3-((S)-2-oxopyrrolidin-3-yl)propan-2-yl)amino)propan-2-yl)carbamate